(S)-8-(difluoromethoxy)-8'-fluoro-3H-spiro[imidazo[1,2-a]pyridine-2,4'-thiochroman]-6-carbonitrile FC(OC=1C=2N(C=C(C1)C#N)C[C@@]1(CCSC3=C(C=CC=C13)F)N2)F